CC1(C=CC=C1)C dimethyl-1,3-cyclopentadiene